OCCC1=CC=C(CN2N=CC(=C2COC)C(=O)OC)C=C1 methyl 1-(4-(2-hydroxyethyl)benzyl)-5-(methoxymethyl)-1H-pyrazole-4-carboxylate